CC1=C(C=CC=C1)C1C(OC2=CC=CC=C2C1)=O (2-methylphenyl)chromanone